C(C)OC(=O)[C@@H]1O[C@]([C@H]([C@@H]1C=1C(=NC(=CC1)C(F)F)OC)C)(C(F)(F)F)C |r| rac-(2R,3R,4S,5R)-3-(6-(difluoromethyl)-2-methoxypyridin-3-yl)-4,5-dimethyl-5-(trifluoromethyl)tetrahydrofuran-2-carboxylic acid ethyl ester